N-(4-chlorobenzyl)-4-methyl-N-(4-methylphenylethyl)-2-(2,4,5-trifluoro-3-hydroxyphenyl)thiazole-5-carboxamide ClC1=CC=C(CN(C(=O)C2=C(N=C(S2)C2=C(C(=C(C(=C2)F)F)O)F)C)CCC2=CC=C(C=C2)C)C=C1